BrC=1C(=C(C(=O)O)C(=C(C1)Cl)O)O 3-bromo-5-chloro-2,6-dihydroxybenzoic acid